6-chloro-1-(cyclobutylmethyl)-4-oxo-7-{5H,6H,7H-pyrrolo[3,4-b]pyridin-6-yl}-1,4-dihydro-1,8-naphthyridine-3-carboxylic acid ClC=1C=C2C(C(=CN(C2=NC1N1CC2=NC=CC=C2C1)CC1CCC1)C(=O)O)=O